hexyl orthosilicate [Si](OCCCCCC)([O-])([O-])[O-]